CC(C[C@@H](C(N[C@H](C=O)C[C@H]1C(NCC1)=O)=O)NC([C@H](CC1=CC=CC2=CC=CC=C12)NC(=O)C1=NC=CN=C1)=O)C N-((S)-1-(((S)-4-methyl-1-oxo-1-(((S)-1-oxo-3-((S)-2-oxopyrrolidin-3-yl)propan-2-yl)amino)pentan-2-yl)amino)-3-(naphthalen-1-yl)-1-oxopropan-2-yl)pyrazine-2-carboxamide